ClC=1C=2C(=CNC2C2=C(C1)CN(S(N2)(=O)=O)CC=2C=NC(=CC2)Cl)Cl 6,7-dichloro-3-((6-chloropyridin-3-yl)methyl)-1,3,4,9-tetrahydro-[1,2,6]thiadiazino[4,3-g]indole 2,2-dioxide